7-Bromo-8-chloropyrido[3,2-d]pyrimidine-2,4-diol BrC1=C(C=2N=C(N=C(C2N=C1)O)O)Cl